C(C1=CC=CC=C1)N1N=C2C(N(CCC2=C1Cl)[C@@H]1C(N(C2=C(OC1)C=C(C=C2)C#CC2=NC=CC=C2)C)=O)=O (S)-3-(2-benzyl-3-chloro-7-oxo-2,4,5,7-tetrahydro-6H-pyrazolo[3,4-c]pyridin-6-yl)-5-methyl-8-(pyridin-2-ylethynyl)-2,3-dihydrobenzo[b][1,4]oxazepin-4(5H)-one